N1=C(N=CC=C1)N1N=C(N=C1)C(=O)O 1-pyrimidin-2-yl-1,2,4-triazole-3-carboxylic acid